(1R,2R,5R)-N-(4-methoxyphenyl)-5-methyl-2-(prop-1-en-2-yl)cyclohexane-1-carboxamide COC1=CC=C(C=C1)NC(=O)[C@H]1[C@@H](CC[C@H](C1)C)C(=C)C